N1=CC=NC2=CC(=CC=C12)NC(C(CC)N1C(C=C(C(=C1)OC)C1=C(C=CC(=C1)Cl)N1N=NC(=C1)Cl)=O)=O N-(quinoxalin-6-yl)-2-{4-[5-chloro-2-(4-chloro-1H-1,2,3-triazol-1-yl)phenyl]-5-methoxy-2-oxopyridin-1(2H)-yl}butanamide